9-(4-fluoro-2-methylphenyl)-7-((2-imino-3-methyl-2,3-dihydro-1H-imidazol-1-yl)methyl)-4-((4-methoxypyridin-2-yl)methyl)-3,4-dihydrobenzo[f][1,4]oxazepin-5(2H)-one FC1=CC(=C(C=C1)C1=CC(=CC=2C(N(CCOC21)CC2=NC=CC(=C2)OC)=O)CN2C(N(C=C2)C)=N)C